5-CHLORO-2-OXO-3-PHENYL-2,3-DIHYDRO-1H-IMIDAZOLE-4-CARBALDEHYDE ClC1=C(N(C(N1)=O)C1=CC=CC=C1)C=O